2-(thiazol-2-ylamino)ethan-1-one S1C(=NC=C1)NCC=O